5-[4-[cyclopentyl(difluoro)methyl]phenyl]-3-[3-(fluoromethyl)azetidine-1-carbonyl]-2-(3-methylpyrazin-2-yl)-4H-pyrazolo[1,5-a]pyrimidin-7-one C1(CCCC1)C(C1=CC=C(C=C1)C=1NC=2N(C(C1)=O)N=C(C2C(=O)N2CC(C2)CF)C2=NC=CN=C2C)(F)F